N(CCCN(CC)CC)CCCN(CC)CC 3,3'-iminobis(N,N-diethylpropylamine)